C(C)(C)(C)OC(N(CC1=NC=C(C(=C1C)OC)C)C1=CC(=CC(=C1)C)C1=CC2=C(OCO2)C=C1)=O (3-(benzo[d][1,3]dioxol-5-yl)-5-methylphenyl)((4-methoxy-3,5-dimethylpyridin-2-yl)methyl)-carbamic acid tert-butyl ester